ClC1=C(C=C(C=N1)C[C@H](C(C)(C)C)N[S@@](=O)C(C)(C)C)OC (S)-N-((R)-1-(6-chloro-5-methoxypyridin-3-yl)-3,3-dimethylbut-2-yl)-2-methylPropane-2-sulfinamide